2-phenylacetamide, hydrochloride salt Cl.C1(=CC=CC=C1)CC(=O)N